C1(CC1)NC(C1=CN=C(C=C1)COC1=NN2C(C3=CC=CC=C13)=NN=C2C2=NOC(=C2)COC)=O N-cyclopropyl-6-[3-(5-methoxymethyl-isoxazol-3-yl)-[1,2,4]triazolo[3,4-a]phthalazin-6-yloxymethyl]-nicotinamide